5-fluoro-6-(1H-indol-4-yl)-3,11,11-trimethyl-8,9,10,11-tetrahydrofuro[3,2-f][1,2,4]triazolo[4,3-a]quinoxaline FC1=C(C2=C(C=3NC(C=4N(C13)C(=NN4)C)(C)C)CCO2)C2=C4C=CNC4=CC=C2